6,6-dimethyl-4,5,6,7-tetrahydro-1H-indazole-3-carboxylic acid CC1(CCC=2C(=NNC2C1)C(=O)O)C